3-((4-(3-(4-benzylpiperidine-1-carbonyl)piperidin-1-yl)-6-((3-(4-fluorophenyl)propyl)amino)-1,3,5-triazin-2-yl)amino)propanoic Acid C(C1=CC=CC=C1)C1CCN(CC1)C(=O)C1CN(CCC1)C1=NC(=NC(=N1)NCCCC1=CC=C(C=C1)F)NCCC(=O)O